O=C1N(C=C(C1)CCC)C(C#N)CC 2-[(R)-2-oxo-4-n-propylpyrrol-1-yl]-butyronitrile